3-octenyldimethylethoxysilane C(CC=CCCCC)[Si](OCC)(C)C